ONC(C1=CC=C(C=C1)NC(CC1=CNC2=CC=C(C=C12)C1=CC(=CC=C1)OC)=O)=O N-hydroxy-4-(2-(5-(3-methoxyphenyl)-1H-indol-3-yl)acetamido)benzamide